6,7,4'-trihydroxyisoflavone OC=1C=C2C(C(=COC2=CC1O)C1=CC=C(C=C1)O)=O